1,1'-isophthaloylbis(2-methylaziridine) C(C1=CC(C(=O)N2C(C2)C)=CC=C1)(=O)N1C(C1)C